FC1(C[C@H]2[C@H]3N(C(C=4N(C3)C=C(C(C4O)=O)C(=O)NCC4=C(C=C(C=C4F)F)F)=O)[C@@H]1C2)F (1S,4R,12aR)-3,3-difluoro-7-hydroxy-6,8-dioxo-N-(2,4,6-trifluorophenylmethyl)-1,2,3,4,6,8,12,12a-octahydro-1,4-methanodipyrido[1,2-a:1',2'-d]pyrazine-9-carboxamide